2-(4-(3,4-difluorophenyl)-4-hydroxypiperidin-1-yl)-4-(1,3-dimethyl-1H-pyrazol-4-yl)thiazole-5-carboxamide FC=1C=C(C=CC1F)C1(CCN(CC1)C=1SC(=C(N1)C=1C(=NN(C1)C)C)C(=O)N)O